5-hydroxy-7-methoxy-2,2-dimethyl-2H-chromen-6-carbaldehyde OC1=C2C=CC(OC2=CC(=C1C=O)OC)(C)C